CN(CC(=O)N1CC(CCC1)C1=NNC2=CC(=CC(=C12)C)C=1C=C(C=2N(C1)N=CN2)C)C 2-(dimethylamino)-1-(3-(4-methyl-6-(8-methyl-[1,2,4]triazolo[1,5-a]pyridin-6-yl)-1H-indazol-3-yl)piperidin-1-yl)ethan-1-one